IC1=CC=CC=2CCOC21 7-iodo-3H-benzofuran